C1(=CC=CC=C1)C1=NN=C(O1)CNC1=CC=C(C=C1)OC N-((5-phenyl-1,3,4-oxadiazol-2-yl)methyl)4-methoxyaniline